4-(4-Amino-7-methyl-7H-pyrrolo[2,3-d]pyrimidin-5-yl)benzoic acid methyl ester COC(C1=CC=C(C=C1)C1=CN(C=2N=CN=C(C21)N)C)=O